C1(=CC=CC=C1)CC(=O)OC(C)(C)C tert-butyl phenylacetate